C1(CC1)N1C(=NN=C1)C1=CC=CC(=N1)N1C2=C(CCCC1=O)C=C(C(=C2)C(=O)N)F (6-(4-cyclopropyl-4H-1,2,4-triazol-3-yl)pyridin-2-yl)-7-fluoro-2-oxo-2,3,4,5-tetrahydro-1H-benzo[b]azepin-8-carboxamide